C(CCCCCCCCCCCCC)OC(CCCCCCCCCCCCCCC(C)C)=O Myristylisostearat